N-(2-methoxy-5-(4,4,5,5-tetramethyl-1,3,2-dioxaborolan-2-yl)pyridin-3-yl)benzenesulfonamide COC1=NC=C(C=C1NS(=O)(=O)C1=CC=CC=C1)B1OC(C(O1)(C)C)(C)C